ClC=1C(=NC(=NC1)N1[C@H](CN(CC1)C(=O)OC(C)(C)C)C)SC tert-butyl (S)-4-(5-chloro-4-(methylthio) pyrimidin-2-yl)-3-methylpiperazine-1-carboxylate